NC1=CC(N(C2=NC(=CC=C12)C(F)F)C1=CC=C(C=C1)N)=O 4-amino-1-(4-aminophenyl)-7-(difluoromethyl)-2-oxo-1,2-dihydro-1,8-naphthyridine